5-(5-(3,5-dichloro-4-fluorophenyl)-5-(trifluoromethyl)-4,5-dihydroisoxazol-3-yl)-N-ethyl-3-methyl-5,6-dihydro-4H-thieno[2,3-c]pyrrole-2-carboxamide ClC=1C=C(C=C(C1F)Cl)C1(CC(=NO1)N1CC2=C(C1)C(=C(S2)C(=O)NCC)C)C(F)(F)F